ClC=1C=C2C=C(NC2=CC1OCC=1N=CSC1)CNC(=O)N1CC(C1)OC N-((5-chloro-6-(thiazol-4-ylmethoxy)-1H-indol-2-yl)methyl)-3-methoxyazetidine-1-carboxamide